C(C1=CC=CC=C1)N1C(N(C2=C1C=C(C=C2[N+](=O)[O-])C=2C(=NOC2C)C)C)=O 1-benzyl-6-(3,5-dimethylisoxazol-4-yl)-3-methyl-4-nitro-1H-benzo[d]imidazol-2(3H)-one